C(C)N(C(=O)C1CN(CCC1)C(CC1N(C(CC1)=O)CC1=CC(=CC=C1)C(F)(F)F)=O)CC N,N-diethyl-1-[2-[5-oxo-1-[[3-(trifluoromethyl)phenyl]methyl]pyrrolidin-2-yl]acetyl]piperidine-3-carboxamide